BrC=1C=CC=C2C=C(N(C12)CC1CC1)C(=O)OCC ethyl 7-bromo-1-(cyclopropylmethyl)-1H-indole-2-carboxylate